COC1CCN(CC1)C1=CC=C(NC2=NC=CC(=N2)N2C=C(C3=CC=CC=C23)C(=O)N)C=C1 1-{2-[4-(4-methoxy-piperidin-1-yl)-anilino]-pyrimidin-4-yl}-1H-indole-3-carboxamide